C1(=CC=CC=C1)C1=CN=C(S1)N1C2C(CCC1)CN(C2)C#N (5-Phenylthiazol-2-yl)octahydro-6H-pyrrolo[3,4-b]pyridine-6-carbonitrile